C1(=CC=CC=C1)C1=C(C(=C2C(=C1)N=C1C=CC3=C4C=CC=CC4=NC3=C12)C1=CC=CC=2C3=CC=CC=C3C=CC12)C1=NC=CC=C1 Phenylpyridinyl-(phenanthrenyl)indolocarbazole